N-(1-(2,4-bis(trifluoromethyl)benzyl)-1H-pyrazol-4-yl)-5-(4-fluorophenyl)nicotinamide FC(C1=C(CN2N=CC(=C2)NC(C2=CN=CC(=C2)C2=CC=C(C=C2)F)=O)C=CC(=C1)C(F)(F)F)(F)F